ClC1=C(C(=CC=C1)F)C1=NOC(=C1CO[C@H]1[C@@H]2CN([C@H](C1)C2)C2=C(C=C(C(=O)O)C=C2)F)C2CC2 4-[(1S,4S,5R)-5-{[3-(2-chloro-6-fluorophenyl)-5-cyclopropyl-1,2-oxazol-4-yl]methoxy}-2-azabicyclo[2.2.1]heptan-2-yl]-3-fluorobenzoic acid